C(#N)C1=CN=C2N1C(=CC(=C2)C=2N=NN(C2C)C2CCN(CC2)C(=O)OC(C)(C)C)O[C@H](C)C2=NC=NC=C2 tert-Butyl 4-[4-[3-cyano-5-[(1R)-1-pyrimidin-4-ylethoxy]imidazo[1,2-a]pyridin-7-yl]-5-methyl-triazol-1-yl]piperidine-1-carboxylate